2-fluoro-6-(perfluoroethoxy)benzoic acid FC1=C(C(=O)O)C(=CC=C1)OC(C(F)(F)F)(F)F